(1-(2-chloro-5-iodopyridin-4-yl)-4-(2,2-difluoroethyl)piperidin-4-yl)methanol ClC1=NC=C(C(=C1)N1CCC(CC1)(CC(F)F)CO)I